(E)-1-Bromo-3-(difluoromethyl)-2-buten BrC\C=C(/C)\C(F)F